tert-butyldimethyl-((6-phenyl-3-hexen-1-yl)oxy)silane tert-butyl-3-(pyridin-4-yl)pyrrolidine-1-carboxylate C(C)(C)(C)OC(=O)N1CC(CC1)C1=CC=NC=C1.C(C)(C)(C)[Si](OCCC=CCCC1=CC=CC=C1)(C)C